4-((1-((4-Chloro-2-methylphenyl)sulfonyl)-3-(hydroxymethyl)azetidin-3-yl)methoxy)-2-fluorobenzonitrile ClC1=CC(=C(C=C1)S(=O)(=O)N1CC(C1)(CO)COC1=CC(=C(C#N)C=C1)F)C